1,2-dichlorononane ClCC(CCCCCCC)Cl